ClC1=NC=C(C(=C1)N1C(C=C(C=C1C)O)=O)OC 2'-chloro-4-hydroxy-5'-methoxy-6-methyl-2H-[1,4'-bipyridine]-2-one